NC1=NC2=CC=C(C=C2C=C1Br)C(=O)N(CC1=NC=C(C=C1)C(F)(F)F)[C@H]1[C@@H](OCC1)C1CC1 2-amino-3-bromo-N-((2S,3R)-2-cyclopropyltetrahydro-3-furanyl)-N-((5-(trifluoromethyl)-2-pyridinyl)methyl)-6-quinolinecarboxamide